8-(3,5-dichlorophenyl)-N-((8R or S)-6,7-dihydro-5H-cyclopenta[b]pyridin-5-yl)-4-(dimethylamino)-1,7-naphthyridine-3-carboxamide ClC=1C=C(C=C(C1)Cl)C=1N=CC=C2C(=C(C=NC12)C(=O)NC1CCC2=NC=CC=C21)N(C)C